N-(4-((4-(ethoxymethyl)-4-(4-fluorophenethyl)piperidin-1-yl)methyl)phenyl)acetamide C(C)OCC1(CCN(CC1)CC1=CC=C(C=C1)NC(C)=O)CCC1=CC=C(C=C1)F